C(C)OC(=O)C1C2(C1)COC1=C2C=CC=C1 2H-Spiro[benzofuran-3,1'-cyclopropane]-2'-yl-carboxylic acid ethyl ester